1,4,5,8-naphthalentetracarboxylic acid diimide C1(=CC=C(C=2C(=CC=C(C12)C(=O)O)C(=O)O)C(O)=N)C(O)=N